C(C)N1C(C(CC1)C1=CC=2C(=NC=CC2NC=2C=CC3=C(N=CS3)C2)S1)(C)C N-(2-(1-ethyl-2,2-dimethylpyrrolidin-3-yl)thieno[2,3-b]pyridin-4-yl)benzo[d]thiazol-5-amine